C1CCC2=C(C=3CCCC3C=C12)NC(=O)N=[S@@](=O)(N)C=1C=NN2C1OC[C@@](C2)(C(F)(F)F)C (S,6R)-N'-((1,2,3,5,6,7-hexahydro-s-indacen-4-yl)carbamoyl)-6-methyl-6-(trifluoromethyl)-6,7-dihydro-5H-pyrazolo[5,1-b][1,3]oxazine-3-sulfonimidamide